4-(6-bromo-7-methoxyquinazolin-4-yl)-5-phenylisothiazole BrC=1C=C2C(=NC=NC2=CC1OC)C=1C=NSC1C1=CC=CC=C1